1-(5-(5-fluoro-6-methylpyridin-2-yl)-4,5-dihydro-1H-pyrazol-1-yl)-2,2-dimethylpropan-1-one FC=1C=CC(=NC1C)C1CC=NN1C(C(C)(C)C)=O